CN1C2CC(CC1CC2)NC(=N)NC2=NC1=CC=CC=C1C(=N2)C 1-(8-Methyl-8-azabicyclo[3.2.1]octan-3-yl)-3-(4-methylquinazolin-2-yl)guanidine